[1-(4-phenylsulfanylbenzoyl) phenyldiaminobenzoate] benzoate C(C1=CC=CC=C1)(=O)O.C1(=CC=CC=C1)SC1=CC=C(C(=O)C2(CC=CC=C2)C2=C(C(=C(C(=O)O)C=C2)N)N)C=C1